benzyl N-[2-[1-[3-[3-[[tert-butyl(dimethyl)silyl]oxymethyl]phenyl]-1-tetrahydropyran-2-yl-indazol-5-yl]oxycyclopropyl]ethyl]carbamate [Si](C)(C)(C(C)(C)C)OCC=1C=C(C=CC1)C1=NN(C2=CC=C(C=C12)OC1(CC1)CCNC(OCC1=CC=CC=C1)=O)C1OCCCC1